methyl 1-amino-4-(benzylamino)cyclohexane-1-carboxylate NC1(CCC(CC1)NCC1=CC=CC=C1)C(=O)OC